NC1=CC=C(C=C1)[Si](O[Si](O[Si](O[Si](C)(C)C1=CC=C(C=C1)N)(C)C)(C)C)(C)C bis(p-aminophenyl)-1,1,3,3,5,5,7,7-octamethyltetrasiloxane